O=C1N=C2C=CC=CC2=C1 OXOINDOLE